ClC1=C(C=CC(=C1)Cl)CCNS(=O)(=O)C1=CC=C(C)C=C1 N-(2,4-dichlorophenyl-ethyl)-4-toluenesulfonamide